{[1-(2,3-dihydro-1-benzofuran-5-sulfonyl)-5-(2-fluorophenyl)-1H-pyrrol-3-yl]methyl}(methyl)amine hydrochloride Cl.O1CCC2=C1C=CC(=C2)S(=O)(=O)N2C=C(C=C2C2=C(C=CC=C2)F)CNC